C(C)N(C1=CC=C(C=C1)C1C2=C(C=3C=4C(=CC=NC4C=CC3N1)C)CC(CC2=O)C)CC 8-(4-(diethylamino)phenyl)-l-1,11-dimethyl-8,10,11,12-tetrahydrobenzo[a][4,7]phenanthrolin-9(7H)-one